Bis(imino)pyridine cobalt [Co].N=C1C(N=CC=C1)=N